C1(=CC=CC=C1)C1=NN=C2N1C(=NC=C2)N phenyl-[1,2,4]triazolo[4,3-c]pyrimidin-5-amine